OC(C(=O)OC(C)CC)(C)C sec-butyl α-hydroxyisobutyrate